1,1-diphospho-2-nitrilo-ethane P(=O)(=O)C(C#N)P(=O)=O